[C-]#N.C[NH+]1C(CCC1)CCC 1-methyl-2-propylpyrrolidinium cyanide